1,3,5,7-Tetraoxa-9-thia-2,4,6,8,10-pentasilacyclodecane O1[SiH2]O[SiH2]O[SiH2]O[SiH2]S[SiH2]1